2-oxo-6-(4-((3-oxomorpholino)methyl)benzyl)benzo[cd]indol O=C1NC2=CC=C(C=3C2=C1C=CC3)CC3=CC=C(C=C3)CN3C(COCC3)=O